C(C)(C)(C)OC(NC[C@@H](COC1=C(C=C(C=C1)F)CO)C)=O (S)-(3-(4-fluoro-2-(hydroxymethyl)phenoxy)-2-methylpropyl)carbamic acid tert-butyl ester